C(C)OC(=O)C1(CCN(CC1)C1=NC(=CC=C1)S(NC1=NC(=C(C=C1)C(F)(F)F)C1=C(C(=CC=C1)F)C)(=O)=O)C 1-(6-{[6-(3-fluoro-2-methylphenyl)-5-(trifluoromethyl)pyridin-2-yl]Sulfamoyl}pyridin-2-yl)-4-methylpiperidine-4-carboxylic acid ethyl ester